C(#N)C=1C(=NN2C1C=CC(=C2)NC(OC(C)(C)C)=O)C2=CC=CC=C2 tert-Butyl (3-cyano-2-phenylpyrazolo[1,5-a]pyridin-6-yl)carbamate